O=C1N(CC2=C1N(C=1N(C2=O)N=C(C1)C1=CC=CC=C1)CC(=O)NC1=NC=C(C=C1)F)C(C)C 2-[5,8-dioxo-2-phenyl-6-(propan-2-yl)-5,6,7,8-tetrahydro-4H-pyrazolo[1,5-a]pyrrolo[3,4-d]pyrimidin-4-yl]-N-(5-fluoropyridin-2-yl)acetamide